C12COCC(CC1)N2C2(NC(=NC(=C2)C2=NC=NC(=N2)N2[C@H](COCC2)C)N)C(F)F 4-(3-oxa-8-azabicyclo[3.2.1]octan-8-yl)-6-((S)-3-methylmorpholino-1,3,5-triazin-2-yl)-4-(difluoromethyl)pyrimidin-2-amine